7-azaspiro[3.4]octane C1CCC12CCNC2